C(C(=C)C)(=O)OCCN1C(CCC1)=O N-2-(methacryloyloxy)ethyl-pyrrolidone